tert-butyl 3-(4-(4-(3-cyano-4-isobutoxypyrazolo[1,5-a]pyridin-6-yl)-1H-pyrazol-1-yl)piperidine-1-carbonyl)azetidine-1-carboxylate C(#N)C=1C=NN2C1C(=CC(=C2)C=2C=NN(C2)C2CCN(CC2)C(=O)C2CN(C2)C(=O)OC(C)(C)C)OCC(C)C